4-{3-[3-(1-methylcyclopropyl)piperazin-1-yl]-1,2,4-triazin-6-yl}-7-(pyrazol-1-yl)-1-{[2-(trimethylsilyl)ethoxy]methyl}indazole CC1(CC1)C1CN(CCN1)C=1N=NC(=CN1)C1=C2C=NN(C2=C(C=C1)N1N=CC=C1)COCC[Si](C)(C)C